C[C@@H]1N([C@@H](CNC1)C)C(C(C)C)=O 1-((2s,6r)-2,6-dimethylpiperazin-1-yl)-2-methylpropan-1-one